BrC1=CN=C2C(=NC=NN21)N(C(OC(C)(C)C)=O)C(=O)OC(C)(C)C tert-butyl (7-bromoimidazo[2,1-f][1,2,4]triazin-4-yl)(tert-butoxycarbonyl)carbamate